(S)-N-(3-Chloro-4-fluorophenyl)-1-(2-((R/S)-2-(hydroxymethyl)-pyrrolidin-1-yl)ethyl)-N-methyl-3-(6-methyl-4-(trifluoromethyl)-pyridin-2-yl)-2-oxoimidazolidin-4-carboxamid ClC=1C=C(C=CC1F)N(C(=O)[C@H]1N(C(N(C1)CCN1[C@H](CCC1)CO)=O)C1=NC(=CC(=C1)C(F)(F)F)C)C |&1:19|